tetratertiarybutyl orthosilicate [Si](OC(C)(C)C)(OC(C)(C)C)(OC(C)(C)C)OC(C)(C)C